[N+](=[N-])=CC(CCCC(=O)[O-])=O 6-diazo-5-oxohexanoate